[Cr](=O)(=O)([O-])[O-].[Na+].[Na+] Natrium chromat